C(C)(C)(C)[Si](OCCC(CCCCCCCC)O)(C)C 1-{[tert-butyl-(dimethyl)silyl]oxy}undecan-3-ol